CC1(C(NC2=CC=CC=C12)=O)C 3,3-dimethyl-2-oxoindolin